C(C#C)OS(=O)(=O)C1=C(C=CC=C1)F 2-fluorobenzenesulfonic acid propargyl ester